Ethenyl-dimethoxy-METHYLSILANE C(=C)[Si](C)(OC)OC